ClC1=C(C=C2C=C(N=CC2=C1)NC(CC=1C=NC=CC1)=O)C1CCN(CC1)C1(COCC1O)C N-(7-chloro-6-(1-(4-hydroxy-3-methyltetrahydrofuran-3-yl)piperidin-4-yl)isoquinolin-3-yl)-2-(pyridin-3-yl)acetamide